CC=1SC(=C(N1)C)C=1N=CC2=C(N1)C(N(C2)C=2N=NC(=CC2)OC2C[C@@]1(CC[C@](C2)(N1)C)C)=O 2-(2,4-dimethyl-1,3-thiazol-5-yl)-6-(6-{[(1S,3s,5R)-1,5-dimethyl-8-azabicyclo[3.2.1]octan-3-yl]oxy}-1,2-diazin-3-yl)-6,7-dihydro-5H-pyrrolo[4,3-d]pyrimidin-7-one